(((5-(Ethyl-d5)-2-(trifluoromethyl)pyrazolo[1,5-a]pyrimidin-7-yl)amino)methyl)-3-(4-fluorophenyl)azetidine-1-carboxamide C(C([2H])([2H])[2H])(C1=NC=2N(C(=C1)NCC1N(CC1C1=CC=C(C=C1)F)C(=O)N)N=C(C2)C(F)(F)F)([2H])[2H]